CSC1=CC=C(C=C1)C(C(=O)NCCC1=CC=NC=C1)NCCC1CCNCC1 2-[4-(methylthio)phenyl]-2-[(2-piperidine-4-ylethyl)amino]-N-(2-pyridine-4-ylethyl)acetamid